S1C(=NC2=C1C=CC=C2)NC2=C(C1=C(N=N2)N(CCC1)C1=CC=C(C=N1)C=1C=NN(C1C)CC12CC3(CC(CC(C1)(C3)OCCN3CCOCC3)(C2)C)C)C 6-[3-(1,3-Benzothiazol-2-ylamino)-4-methyl-6,7-dihydro-5H-pyrido[2,3-c]pyridazin-8-yl]-3-[1-[[3,5-dimethyl-7-(2-morpholinoethoxy)-1-adamantyl]methyl]-5-methyl-pyrazol-4-yl]pyridin